C1(CC1)C=1C=C(C=CC1)NC(C1=CC=CC=C1)=O N-(3-cyclopropylphenyl)benzamid